5-chloro-1-isopropyl-N-(4-methoxybenzyl)-3-methyl-1H-pyrazolo[4,3-b]Pyridin-7-amine ClC1=CC(=C2C(=N1)C(=NN2C(C)C)C)NCC2=CC=C(C=C2)OC